NC1=NC=NN2C1=C(C=C2Br)N2CC(CCC2)NC([O-])=O (1-(4-amino-7-bromopyrrolo[2,1-f][1,2,4]triazin-5-yl)piperidin-3-yl)carbamate